5-bromo-N-{(2RS)-1-(2,4-dimethylphenyl)-3-[(1,3-dioxo-1,3-dihydro-2H-isoindol-2-yl)oxy]propan-2-yl}-2-(trifluoromethyl)isonicotinamide BrC1=CN=C(C=C1C(=O)N[C@H](CC1=C(C=C(C=C1)C)C)CON1C(C2=CC=CC=C2C1=O)=O)C(F)(F)F |r|